2-(2-(cyclopropanesulfonylamino)thiazol-4-yl)-N-(4-(6-methoxypyrazin-2-yl)phenyl)acetamide C1(CC1)S(=O)(=O)NC=1SC=C(N1)CC(=O)NC1=CC=C(C=C1)C1=NC(=CN=C1)OC